FC(C1=CN=C(S1)[C@@H]1[C@H](C1)C=1C=2N(N=C(C1)C=1C(NC(NC1)=O)=O)C=CN2)(F)F 5-(8-((1S,2S)-2-(5-(trifluoromethyl)thiazol-2-yl)cyclopropyl)imidazo[1,2-b]pyridazin-6-yl)pyrimidine-2,4(1H,3H)-dione